O=C1NC(CCC1N1C(C2=CC=C(C=C2C1=O)NCC1CCN(CC1)C1=NC(=CC=C1)C1=CN=C2N1N=C(C=C2)N2[C@H](CCC2)C2=CC(=CC=C2)F)=O)=O 2-(2,6-dioxopiperidin-3-yl)-5-(((1-(6-(6-((R)-2-(3-fluorophenyl)pyrrolidin-1-yl)imidazo[1,2-b]pyridazin-3-yl)pyridin-2-yl)piperidin-4-yl)methyl)amino)isoindoline-1,3-dione